C(C(=C)C)(=O)OCCOCCCCCCCCC 2-nonyloxyethyl methacrylate